di(cis,cis-9,12-octadecadienoyl)(10-hydroxy-cis-12-octadecenoyl)glycerol C(CCCCCCC\C=C/C\C=C/CCCCC)(=O)C(C(C(O)C(CCCCCCCCC(C\C=C/CCCCC)O)=O)O)(O)C(CCCCCCC\C=C/C\C=C/CCCCC)=O